O=C1NC(CCC1N1C(C2=CC=C(C=C2C1=O)N1CCN(CC1)CCC1CCNCC1)=O)=O 2-(2,6-dioxopiperidin-3-yl)-5-(4-(2-(piperidin-4-yl)ethyl)piperazin-1-yl)isoindole-1,3-dione